ClC1=CC=C(N=N1)OC1=CC=C(C=C1)C(C=CC1=CC(=CC=C1)C)=O 1-(4-((6-chloropyridazin-3-yl)oxy)phenyl)-3-(3-methylphenyl)-2-propen-1-one